N-((3R,4S)-3-fluoropiperidin-4-yl)-5-(1-isopropyl-1H-benzo[d][1,2,3]triazol-6-yl)-4-methoxypyrrolo[2,1-f][1,2,4]triazin-2-amine F[C@@H]1CNCC[C@@H]1NC1=NN2C(C(=N1)OC)=C(C=C2)C=2C=CC1=C(N(N=N1)C(C)C)C2